O=C1NC(CCC1N1C(C2=CC=C(C=C2C1)N1CC(C1)C=O)=O)=O 1-[2-(2,6-dioxopiperidin-3-yl)-1-oxo-3H-isoindol-5-yl]azetidine-3-carbaldehyde